tert-butyl-3-[(tert-butyldimethylsilyl)oxy]-2-[6-(2,5-dichloropyrimidin-4-yl)-1-oxo-2,3-dihydro-1H-isoindol-2-yl]-N-methylpropanamide C(C)(C)(C)C(C(=O)NC)(CO[Si](C)(C)C(C)(C)C)N1C(C2=CC(=CC=C2C1)C1=NC(=NC=C1Cl)Cl)=O